C(C(C)C)C1=CC(=C(C=C1)CCC=[N+](C)[O-])C 3-(4-isobutyl-2-methylphenyl)-N-methylpropane-1-imine oxide